N-{5-chloro-7-methyl-1H-pyrrolo[3,2-b]pyridin-3-yl}acetamide ClC1=CC(=C2C(=N1)C(=CN2)NC(C)=O)C